FC1=C(C=CC=C1)C#CC1=CC=C(C(=O)NCC2OCCC2)C=C1 4-((2-fluorophenyl)ethynyl)-N-((tetrahydrofuran-2-yl)methyl)benzamide